N(=[N+]=[N-])CC=1C=NN(C1Br)C1CCC1 4-(azidomethyl)-5-bromo-1-cyclobutyl-1H-pyrazole